O.[NH4+].NC=1C(=NNC1[N+](=O)[O-])[N+](=O)[O-] 4-amino-3,5-dinitropyrazole ammonium salt monohydrate